1,3-dioxoisoindolin-2-yl 4-cyanobicyclo[2.2.2]octane-1-carboxylate C(#N)C12CCC(CC1)(CC2)C(=O)ON2C(C1=CC=CC=C1C2=O)=O